5-bromo-2-(pyridin-3-ylmethoxy)benzonitrile BrC=1C=CC(=C(C#N)C1)OCC=1C=NC=CC1